FC1(CC=C([C@@H](C1)C)C1=NC=CC(=C1N)C1=NC=CC=C1F)F |r| rac-2'-(4,4-difluoro-6-methylcyclohex-1-en-1-yl)-3-fluoro-[2,4'-bipyridin]-3'-amine